N-[3-[2-(difluoromethoxy)-5-isopropylsulfonyl-phenyl]-1-methyl-pyrazol-4-yl]pyrazolo[1,5-a]pyrimidine-3-carboxamide FC(OC1=C(C=C(C=C1)S(=O)(=O)C(C)C)C1=NN(C=C1NC(=O)C=1C=NN2C1N=CC=C2)C)F